3-cyano-4-methoxy-5-methyl-pyridone C(#N)C=1C(NC=C(C1OC)C)=O